F[C@@H]1CN(CC[C@@H]1OC)C1=NC=CC(=N1)NC=1N=CC2=C(N=CC(=C2C1)C(C)C)N1CC(C1)CS(=O)(=O)C N-{2-[(3R,4S)-3-fluoro-4-methoxypiperidin-1-yl]pyrimidin-4-yl}-8-[3-(methanesulfonyl-methyl)azetidin-1-yl]-5-(propan-2-yl)-2,7-naphthyridin-3-amine